tetramethyl-1,3-xylene diisocyanate [N-]=C=O.[N-]=C=O.CC1=C(C(=C(C(=C1C)C)C)C)C